(2R)-2-(Dimethylamino)-4-methyl-N-[4-(1H-pyrrolo[2,3-b]pyridin-4-yl)phenyl]pentanamide CN([C@@H](C(=O)NC1=CC=C(C=C1)C1=C2C(=NC=C1)NC=C2)CC(C)C)C